O=C1C=2N(C3=CC=CC=C3C1=O)C(=C(N2)C(=O)O)C2=CC=CC=C2 4,5-dioxo-1-phenyl-4,5-dihydroimidazo[1,2-a]quinoline-2-carboxylic acid